C(CCC)OC1=CC=C(C=C1)N=NC1=CC=C(C=C1)C (4-Butoxyphenyl)-2-(p-tolyl)diazene